C1(CC1)C1=CC2=C(N(N=C2C=C1)C=1C=C2C(=CN1)N(N=C2)CC(C(F)(F)F)(F)F)S(=O)(=O)CC 5-(5-cyclopropyl-3-ethylsulfonyl-indazol-2-yl)-1-(2,2,3,3,3-penta-fluoropropyl)pyrazolo[3,4-c]pyridine